(S)-methyl 2-((S)-3-cyclohexyl-2-(4-methoxy-1H-indole-2-carboxamido)propanamido)-3-((S)-2-oxopyrrolidin-3-yl)propanoate C1(CCCCC1)C[C@@H](C(=O)N[C@H](C(=O)OC)C[C@H]1C(NCC1)=O)NC(=O)C=1NC2=CC=CC(=C2C1)OC